OCCC1N(CCNC1)C1=CC=CC=2OCCOC21 5-(2-(2-hydroxyethyl)piperazin-1-yl)-2,3-dihydro-1,4-benzodioxine